5-fluoro-6-methoxy-1,6-dihydropyrimidine-2-carboxylic Acid FC1=CN=C(NC1OC)C(=O)O